C1(=CC=CC=2C=CC=3C(=CC=4C=NNC4C3)C12)OC(=O)C=1OC=CC1 naphtho[1,2-F]indazole-1-ylfuran-2-carboxylate